3-Methyl-5-(N-(2-(4-nicotinoylpiperazin-1-yl)phenyl)-N-phenethylsulfamoyl)benzofuran-2-carboxylic acid CC1=C(OC2=C1C=C(C=C2)S(N(CCC2=CC=CC=C2)C2=C(C=CC=C2)N2CCN(CC2)C(C2=CN=CC=C2)=O)(=O)=O)C(=O)O